P(=S)(O)(O)C#N.P(=S)(O)(O)C#N.P(=S)(O)(O)C#N.P(=S)(O)(O)C#N.C(C(=O)O)(=O)O oxalic acid tetrathiocyanophosphate